4-((3-chloro-2-fluoro-phenyl)(3,4-dimethoxybenzyl)amino)-7-methoxyquinazoline-6-thiol ClC=1C(=C(C=CC1)N(C1=NC=NC2=CC(=C(C=C12)S)OC)CC1=CC(=C(C=C1)OC)OC)F